FC(OC1=CC=C(C=C1)C=1C=C(C(N(N1)C=1C=NN(C1)C)=O)C(=O)NC(C(F)(F)F)C(C)(C)O)F 6-[4-(difluoromethoxy)phenyl]-2-(1-methyl-1H-pyrazol-4-yl)-3-oxo-N-(1,1,1-trifluoro-3-hydroxy-3-methylbut-2-yl)-2,3-dihydropyridazine-4-carboxamide